ClC=1C(=NC(=NC1)N[C@H]1CN(CC1)C(=O)C1=CC=C(C=N1)NC(\C=C\CN1C[C@H](CC1)F)=O)OC (E)-N-(6-((R)-3-((5-chloro-4-methoxypyrimidin-2-yl)amino)pyrrolidine-1-carbonyl)pyridin-3-yl)-4-((S)-3-fluoropyrrolidin-1-yl)but-2-enamide